N-(8-fluoro-2-methylimidazo[1,2-a]pyridin-6-yl)-8-((3R,5S)-4-isopropyl-3,5-dimethylpiperazin-1-yl)-quinoxaline-5-carboxamide FC=1C=2N(C=C(C1)NC(=O)C=1C=3N=CC=NC3C(=CC1)N1C[C@H](N([C@H](C1)C)C(C)C)C)C=C(N2)C